C(C)(C)(C)OC(C(C)OCCN1CC[C@@H]2N(CC([C@@H]21)(F)F)C(=O)OC(C)(C)C)=O (cis)-tert-butyl 4-(2-((1-(tert-butoxy)-1-oxoprop-2-yl) oxy) ethyl)-3,3-difluorohexahydropyrrolo[3,2-b]pyrrole-1(2H)-carboxylate